7-(tert-butyl)-N-(5-(tert-butyl)-[1,1'-biphenyl]-2-yl)dibenzo[b,d]furan-3-amine C(C)(C)(C)C1=CC2=C(C3=C(O2)C=C(C=C3)NC3=C(C=C(C=C3)C(C)(C)C)C3=CC=CC=C3)C=C1